ClC=1C(=NC(=NC1)C1CC1)C(=O)O 5-chloro-2-cyclopropyl-4-pyrimidinecarboxylic acid